glycerol stearate (stearate) C(CCCCCCCCCCCCCCCCC)(=O)OC(COC(CCCCCCCCCCCCCCCCC)=O)CO